ClC=1C=C2C=CC(=NC2=CC1)C(=O)NN1CCC(CC1)C(NCC=1OC2=C(C1)C=C(C=C2)Cl)=O 6-chloro-N-(4-(((5-chlorobenzofuran-2-yl)methyl)carbamoyl)piperidin-1-yl)quinoline-2-carboxamide